F[C@H]1CN(C[C@H]1OC1=NC(=CC2=C1C=CN2CC(C)C)NC2=NNC(=C2)C)C(C=C)=O 1-((3S,4R)-3-fluoro-4-((1-isobutyl-6-((5-methyl-1H-pyrazol-3-yl)amino)-1H-pyrrolo[3,2-c]pyridin-4-yl)oxy)pyrrolidin-1-yl)prop-2-en-1-one